ONC(=O)C1=CC2=C(OCC(N2CCOCC(F)(F)F)=O)C=C1 N-hydroxy-3-oxo-4-(2-(2,2,2-trifluoroethoxy)ethyl)-3,4-dihydro-2H-benzo[b][1,4]oxazine-6-carboxamide